FC(CCCCCN(CCN(C(OC(C)(C)C)=O)CCSC(C1=CC=CC=C1)(C1=CC=CC=C1)C1=CC=CC=C1)CCSC(C1=CC=CC=C1)(C1=CC=CC=C1)C1=CC=CC=C1)(C1=NN(C(=C1)C1=CC=C(C=C1)F)C1=CC=C(C=C1)S(N)(=O)=O)F tert-butyl (2-((6,6-difluoro-6-(5-(4-fluorophenyl)-1-(4-sulfamoylphenyl)-1H-pyrazol-3-yl)hexyl)(2-(tritylthio)ethyl)amino)ethyl)(2-(tritylthio)ethyl)carbamate